BrC1=CC2=C(N=C(N=C2N[C@H](C)C=2C(=C(C=CC2)C(C(C)(O)C)(F)F)F)C)N=C1 1-(3-{(1R)-1-[(6-bromo-2-methylpyrido[2,3-d]pyrimidin-4-yl)amino]ethyl}-2-fluorophenyl)-1,1-difluoro-2-methylpropan-2-ol